FC1=C(C#N)C=CC(=C1)NC=1N=CC2=C(N1)CC(N(C2)CC=2C(=C1COC(C1=CC2)=O)C)CO 2-Fluoro-4-((7-(hydroxymethyl)-6-((4-methyl-1-oxo-1,3-dihydroisobenzofuran-5-yl)methyl)-5,6,7,8-tetrahydropyrido[4,3-d]pyrimidin-2-yl)amino)benzonitril